bis(2-chlorophenyl)-4,4',5,5'-tetraphenyl-biimidazole ClC1=C(C=CC=C1)C1(N=C(C(=N1)C1=CC=CC=C1)C1=CC=CC=C1)C1(N=C(C(=N1)C1=CC=CC=C1)C1=CC=CC=C1)C1=C(C=CC=C1)Cl